C(=C)OCCOC1=CC=C(C=C1)CC 4-[2-(vinyloxy)ethoxy]phenylethane